3,13-dimethyl-17-[3-(triazol-2-ylmethyl)oxetan-3-yl]-2,4,5,6,7,8,9,10,11,12,14,15,16,17-tetradecahydro-1H-cyclopenta[a]phenanthren-3-ol CC1(CCC2C3CCC4(C(CCC4C3CCC2C1)C1(COC1)CN1N=CC=N1)C)O